C[Si](CCOCN1C=NC(=C1)B(O)O)(C)C (1-([2-(TRIMETHYLSILYL)ETHOXY]METHYL)-1H-IMIDAZOL-4-YL)BORONIC ACID